Trans-3-fluoro-4-(4-oxo-1-piperidinyl)piperidine-1-carboxylic acid tert-butyl ester C(C)(C)(C)OC(=O)N1C[C@H]([C@@H](CC1)N1CCC(CC1)=O)F